Cl.N[C@H](CC(C)C)C(=O)OCC D-Leucine, ethyl ester, hydrochloride